ClC=1C=C(C=CC1F)NC(N(C=1C=NC(=NC1)OC)CC1=NNC(=C1C(=C)C)C(F)F)=O (3-Chloro-4-fluorophenyl)-1-((5-(difluoromethyl)-4-(prop-1-en-2-yl)-1H-pyrazol-3-yl)methyl)-1-(2-methoxypyrimidin-5-yl)urea